(tert-Butoxycarbonyl)-N-(3-(5-amino-2-chlorobenzoylamino)-2,6-difluorophenyl)carbamic acid tert-butyl ester C(C)(C)(C)OC(N(C1=C(C(=CC=C1F)NC(C1=C(C=CC(=C1)N)Cl)=O)F)C(=O)OC(C)(C)C)=O